Dec-3-en-1-ol C(CC=CCCCCCC)O